OC(C#CC1=CC=C(C(=O)O)C=C1)(C)C 4-(3-hydroxy-3-methyl-but-1-ynyl)benzoic acid